C(CCC)[C@]1(N(S(C2=C(N(C1)C1=CC=CC=C1)C=C(C(=C2)CSCC(=O)OCC)SC)(=O)=O)C)CC ethyl (R)-2-(((3-butyl-3-ethyl-2-methyl-7-(methylthio)-1,1-dioxido-5-phenyl-2,3,4,5-tetrahydro-1,2,5-benzothiadiazepin-8-yl)methyl)thio)acetate